N-methyloctan-1-amine CNCCCCCCCC